tert-butyl (5-chloro-6-(4-(methoxy(methyl)carbamoyl)-2H-1,2,3-triazol-2-yl)pyridin-3-yl)carbamate ClC=1C=C(C=NC1N1N=CC(=N1)C(N(C)OC)=O)NC(OC(C)(C)C)=O